ClC(C(C)O)C1=C(C=CC=C1)Cl chloro-1-(2-chlorophenyl)-2-propanol